Cl.CC1=C(C(=O)N[C@H](C)C2=CC(=CC=C2)C(N(CCNC)C)=O)C=C(C=C1)N1CCN(CC1)C 2-methyl-N-[(1R)-1-[3-[methyl-[2-(methylamino)ethyl]carbamoyl]phenyl]ethyl]-5-(4-methylpiperazin-1-yl)benzamide hydrochloride salt